zinc-iron nitrilotriacetic acid N(CC(=O)O)(CC(=O)O)CC(=O)O.[Fe].[Zn]